N-(3-fluoro-2-methoxyphenyl)-4-(((3-hydroxypyridin-4-yl)methyl)amino)-2-oxo-1,2,5,6-tetrahydropyridine-3-carbothioamide FC=1C(=C(C=CC1)NC(=S)C=1C(NCCC1NCC1=C(C=NC=C1)O)=O)OC